C(CCCCCCC)C(=C)CCCCCCCC 2-octyl-1-decene